C(C(=C)CC(=O)O)(=O)O.NCCC1=CC(O)=C(O)C=C1 dopamine itaconate